N[Si] aminoSilicon